[C@@H]12N[C@@H]([C@@H](CC1)C2)C(=O)N2CC(C2)C(=O)C2=CN(C1=CN=CC=C12)C1=C(C=C(C=C1)F)C1=C(C=NC=C1)C(C)C (1-((1R,3s,4S)-2-Azabicyclo[2.2.1]heptane-3-carbonyl)azetidin-3-yl)(1-(4-fluoro-2-(3-isopropylpyridin-4-yl)phenyl)-1H-pyrrolo[2,3-c]pyridin-3-yl)methanone